ClC=1C=C2C=C(NC2=CC1C1=NC=C(N=C1)OC)CC1OCCC1C(=O)N ((5-chloro-6-(5-methoxypyrazin-2-yl)-1H-indol-2-yl)methyl)tetrahydrofuran-3-carboxamide